diethyl 2-[2-[2-[2-(2-azidoethoxy)ethoxy]ethoxy]ethyl]propanedioate N(=[N+]=[N-])CCOCCOCCOCCC(C(=O)OCC)C(=O)OCC